O1CCOC12CCC(CC2)CN2C(N(C=1N=CN(C1C2=O)CC2CC2)C)=O 1,4-dioxaspiro[4.5]decan-8-ylmethyl-7-(cyclopropylmethyl)-3-methyl-1H-purine-2,6(3H,7H)-dione